FC(C=1C(=C(C=CC1)[C@@H](C)NC=1C2=C(N=C(N1)C)N=CC(=C2)OCCN2CCOCC2)F)F (R)-N-(1-(3-(difluoromethyl)-2-fluorophenyl)ethyl)-2-methyl-6-(2-morpholinylethoxy)pyrido[2,3-d]pyrimidin-4-amine